[Br-].OC(O)(O)[PH+](C(O)(O)O)C(O)(O)O tris(Tris-hydroxymethyl)phosphonium bromide